FC(CCC1=NN=C(S1)C(=O)NCC1=NC=CC(=C1)C(F)(F)F)CN1N=NC(=C1)C(NCC1=C(C=CC(=C1)OC(F)(F)F)F)=O 5-{3-fluoro-4-[4-({[2-fluoro-5-(trifluoromethoxy)phenyl]methyl}carbamoyl)-1H-1,2,3-triazol-1-yl]butyl}-N-{[4-(trifluoromethyl)pyridin-2-yl]methyl}-1,3,4-thiadiazole-2-carboxamide